fumaric acid monobenzoyl ester C(C1=CC=CC=C1)(=O)OC(\C=C\C(=O)O)=O